IN1C(CC2=CC=CC=C12)=O iodoindolinone